FC1=C(C(=C(C(=C1F)F)F)F)[B-](C1=C(C(=C(C(=C1F)F)F)F)F)(C1=C(C(=C(C(=C1F)F)F)F)F)C1=C(C(=C(C(=C1F)F)F)F)F.C(CCCCCCCCCCC)[NH2+]CCCCCCCCCCCC didodecylammonium [tetrakis(perfluorophenyl)borate]